N-methyl-quinuclidinium C[N+]12CCC(CC1)CC2